N,N'-ethylenebis(isostearamide) C(CNC(CCCCCCCCCCCCCCC(C)C)=O)NC(CCCCCCCCCCCCCCC(C)C)=O